Sodium dodecyl benzenedisulfonate C=1(C(=CC=CC1)S(=O)(=O)[O-])S(=O)(=O)OCCCCCCCCCCCC.[Na+]